N-(tetrahydropyran-4-ylideneamino)benzamide methyl-N-methyl-N-(4-((S)-1-tritylaziridine-2-carbonyl)-1,4-diazepane-1-carbonyl)-L-valinate COC([C@@H](N(C(=O)N1CCN(CCC1)C(=O)C1[N@](C1)C(C1=CC=CC=C1)(C1=CC=CC=C1)C1=CC=CC=C1)C)C(C)C)=O.O1CCC(CC1)=NNC(C1=CC=CC=C1)=O